(Z)-3-(5-(3-chlorophenyl)-4H-1,2,4-triazol-3-yl)-N-methyl-N-phenylacrylamide ClC=1C=C(C=CC1)C=1NC(=NN1)\C=C/C(=O)N(C1=CC=CC=C1)C